methyl L-tryptophanate N[C@@H](CC1=CNC2=CC=CC=C12)C(=O)OC